C1(=CC=CC=C1)[C@H]1CCC(O1)=O (R)-5-phenyldihydrofuran-2(3H)-one